C(CCCCCCCCCCCCCCCCC)NC(=O)C1CC(C1)CC(=O)OC(C)(C)C tert-butyl 2-((1s,3s)-3-(octadecylcarbamoyl)cyclobutyl)acetate